3-ethylsulfonyl-pyridine-2-formic acid C(C)S(=O)(=O)C=1C(=NC=CC1)C(=O)O